C1(=CC=CC=C1)C1=NC(=NC(=N1)C1=CC=C(C=C1)C1=CC=CC2=C1C1=C(C=CC=C1)[Si]21C2=C(OC3=C1C=CC=C3)C=CC=C2)C=2C=C(C=CC2)C2=CC=C(C=C2)C#N 3'-(4-phenyl-6-(4-(spiro[dibenzo[b,d]silole-5,10'-dibenzo[b,e][1,4]oxasilin]-1-yl)phenyl)-1,3,5-triazin-2-yl)-[1,1'-biphenyl]-4-carbonitrile